C(C)(C)(C)OC(=O)NC(=NC(=O)OC(C)(C)C)N1N=CC=C1 N,N'-bis(tert-butoxycarbonyl)-1H-pyrazole-1-carboxamidine